2-(m-Tolyl)pyridin-3-yl-[1,2,4]triazolo[1,5-a]pyrimidin C1(=CC(=CC=C1)C1=NC=CC=C1C1=NN2C(N=CC=C2)=N1)C